tert-butyl N-tert-butoxycarbonyl-N-[4-(5-methyl-2-thienyl)-2-nitro-phenyl]carbamate C(C)(C)(C)OC(=O)N(C(OC(C)(C)C)=O)C1=C(C=C(C=C1)C=1SC(=CC1)C)[N+](=O)[O-]